OCC(CN(C(OC(C)(C)C)=O)C)CN(C(OC(C)(C)C)=O)C di-tert-butyl (2-(hydroxymethyl)propane-1,3-diyl)bis(methylcarbamate)